para-Chloroanilin ClC1=CC=C(N)C=C1